C(=C)(C)[C@@H]1CC=C(CC1)CC(CO)C 3-[(4S)-4-isopropenyl-1-cyclohexen-1-yl]-2-methyl-1-propanol